C(C)(C)(C)OC(=O)N(C/C=C/C=1C=C2C(=NC1)NC([C@]21CC=2C(=NC=C(C2)C(=O)OC)C1)=O)C methyl (3S)-5-[(E)-3-[tert-butoxycarbonyl(methyl)amino]prop-1-enyl]-2-oxo-spiro[1H-pyrrolo[2,3-b]pyridine-3,6'-5,7-dihydrocyclopenta[b]pyridine]-3'-carboxylate